OC1=C(C=C(C=C1)CCC(\C=C\CCCCC)=O)OC (4E)-1-(4-hydroxy-3-methoxyphenyl)dec-4-en-3-one